NCC=1C=C(C=CC1)C=1C=C(C2=C(C(=CO2)COC2=C(C=CC=C2)CC(=O)O)C1)C=1C=NN(C1)C 2-(2-((5-(3-(aminomethyl)phenyl)-7-(1-methyl-1H-pyrazol-4-yl)benzofuran-3-yl)methoxy)phenyl)acetic acid